(3Z)-1-iodo-16,16-diethoxy-3-hexadecene ICC\C=C/CCCCCCCCCCCC(OCC)OCC